2-(cyclohexylthio)-1-(4-(5-(trifluoromethyl)-1,2,4-oxadiazol-3-yl)phenyl)ethan-1-one C1(CCCCC1)SCC(=O)C1=CC=C(C=C1)C1=NOC(=N1)C(F)(F)F